O.O.O.S(=O)(=O)([O-])[O-].[NH2+]1CCNCC1.[NH2+]1CCNCC1 piperazine-1-ium sulfate trihydrate